C(CCCCC(=O)OCC(CCCCC)CCCCCCCCCCC)(=O)OCC(CCCCC)CCCCCCCCCCC di(2-undecylheptyl) adipate